FC(OC1=C(C=C(C=C1)SC)C1=NN(C=C1NC(=O)C=1C=NN2C1N=CC=C2)CC(=O)N2CCC(CC2)N2CCN(CC2)CC(=O)N2CCOCC2)F N-[3-[2-(difluoromethoxy)-5-methylsulfanyl-phenyl]-1-[2-[4-[4-(2-morpholino-2-oxo-ethyl)piperazin-1-yl]-1-piperidyl]-2-oxo-ethyl]pyrazol-4-yl]pyrazolo[1,5-a]pyrimidine-3-carboxamide